4-amino-N-ethyl-7-fluoro-1-methyl-N-((3R)-6-(trifluoro-methyl)-2,3-dihydro-1-benzo-furan-3-yl)-1H-pyrazolo[4,3-c]quinoline-8-carboxamide NC1=NC=2C=C(C(=CC2C2=C1C=NN2C)C(=O)N([C@H]2COC1=C2C=CC(=C1)C(F)(F)F)CC)F